3,5-difluoro-4-[[5-(1-isoquinolyl)-4-methyl-1,2,4-triazol-3-yl]sulfanyl]benzenecarbohydroxamic acid FC=1C=C(C=C(C1SC1=NN=C(N1C)C1=NC=CC2=CC=CC=C12)F)C(=O)NO